CN1CCC(CC1)C1=CNC=2C1=NC(=CC2)NC(=O)C2=NC=CC=C2 N-[3-(1-methylpiperidin-4-yl)-1H-pyrrolo[3,2-b]pyridin-5-yl]pyridine-2-carboxamide